2,4-bis(benzyloxy)-5-methylbenzoyl chloride C(C1=CC=CC=C1)OC1=C(C(=O)Cl)C=C(C(=C1)OCC1=CC=CC=C1)C